N1=C(N=C(N=C1N1C(C=CC1=O)=O)N1C(C=CC1=O)=O)N1C(C=CC1=O)=O N,N',N''-(1,3,5-triazine-2,4,6-triyl)trimaleimide